Ethyl (S)-3-(((R)-tert-butylsulfinyl)amino)-3-(4,4',5-trifluoro-2',6'-dimethyl-[1,1'-biphenyl]-3-yl)propanoate C(C)(C)(C)[S@@](=O)N[C@@H](CC(=O)OCC)C=1C=C(C=C(C1F)F)C1=C(C=C(C=C1C)F)C